4-(2-(pyridin-4-yloxy)ethyl)-1-oxa-9-azaspiro[5.5]undecane N1=CC=C(C=C1)OCCC1CCOC2(C1)CCNCC2